tert-butyl 2-((2-ethyl-4'-(1,1,1,3,3,3-hexafluoro-2-hydroxypropan-2-yl)-[1,1'-biphenyl]-4-yl)methyl)-2,6-diazaspiro[3.4]octane-6-carboxylate C(C)C1=C(C=CC(=C1)CN1CC2(C1)CN(CC2)C(=O)OC(C)(C)C)C2=CC=C(C=C2)C(C(F)(F)F)(C(F)(F)F)O